BrC=1C(=C(C(=CC1)OC)O)CN(C)CCO 3-bromo-2-[{(2-hydroxyethyl)(methyl)amino}methyl]-6-methoxyphenol